C(C)(C)(C)OC(=O)N1CCC2(CCN(C2=O)CO)CC1 (hydroxymethyl)-1-oxo-2,8-diazaspiro[4.5]decane-8-carboxylic acid tert-butyl ester